Silicon germanium [Ge].[Si]